(5-{[5-(2-fluorophenyl)-6-(3-fluoropyridin-4-yl)-1,2,4-triazin-3-yl]amino}pyrimidin-2-yl)methanol FC1=C(C=CC=C1)C=1N=C(N=NC1C1=C(C=NC=C1)F)NC=1C=NC(=NC1)CO